BrC1=C(C=NC2=CC=C(C=C12)Br)Cl 4,6-dibromo-3-chloroquinoline